OC1=CC(=CC=2C(C3=CC=CC(=C3C(C12)=O)O)=O)CO 1,8-dihydroxyl-3-hydroxymethylanthraquinone